C(CC)OC(C(=C[Si](OC)(OC)OC)C)=O 3-(trimethoxysilyl)methacrylic acid propyl ester